FC1(CC12CN(CCC2)C2CCN(CCC2)C=2SC(=CN2)C(=O)NCC2=NC=C(C=C2F)F)F 2-[4-(1,1-difluoro-5-azaspiro[2.5]oct-5-yl)azepan-1-yl]-N-[(3,5-difluoropyridin-2-yl)-methyl]-1,3-thiazole-5-carboxamide